N1C[C@@H](CCC1)C(=O)OCC (R)-ethyl piperidine-3-carboxylate